tert-butyl (3-(3-(4-decylphenyl)-1,2,4-oxadiazole-5-carboxamido)propyl)carbamate C(CCCCCCCCC)C1=CC=C(C=C1)C1=NOC(=N1)C(=O)NCCCNC(OC(C)(C)C)=O